C[C@@]1([C@H](O)[C@H](O)[C@@H](CO)O1)C1=CNC(=O)NC1=O Methyl-Pseudouridine